1-(4-chlorophenyl)-1-cyclopropanecarboxylic acid ClC1=CC=C(C=C1)C1(CC1)C(=O)O